NC1=NC=C(C=N1)C1=CC(=C(C=C1)C1=CN=C(S1)[C@@H]1CC[C@H](CC1)NC(OC(C)C)=O)S(NC(C)(C)C)(=O)=O isopropyl (trans-4-(5-(4-(2-aminopyrimidin-5-yl)-2-(N-(tert-butyl)sulfamoyl)phenyl)thiazol-2-yl)cyclohexyl)carbamate